bis-iodosalicylaldehyde IC=1C(=C(C(C=O)=CC1)O)I